1-methyl-4-pyrazolamine CN1N=CC(=C1)N